COC1=C(C=CC=C1)[C@H](CO)OC1CCOCC1 (R)-2-(2-methoxyphenyl)-2-((tetrahydro-2H-pyran-4-yl)oxy)ethanol